FC=1C=C2C(=CN(C2=CC1)C(C)C)S(=O)(=O)C1=CC(=CC=C1)N1CCNCC1 5-fluoro-1-isopropyl-3-((3-(piperazin-1-yl)phenyl)sulfonyl)-1H-indole